O=C1NC(CCC1N1C(C2=CC=C(C=C2C1=O)CN1CCC(CC1)C=1C2=C(N=C(N1)C)SC=C2)=O)=O 2-(2,6-dioxopiperidin-3-yl)-5-((4-(2-methylthieno[2,3-d]pyrimidin-4-yl)piperidin-1-yl)methyl)isoindoline-1,3-dione